3-phenylthiazol-2-imine C1(=CC=CC=C1)N1C(SC=C1)=N